C(C1=CC=CC=C1)[C@@H]1N(CC[C@@]1(O)C)C1=NC(=CC(=C1)N1CCOCC1)OCC1=CC=C(C=C1)OC |o1:7,11| (2S*,3S*)-2-benzyl-1-(6-((4-methoxybenzyl)oxy)-4-morpholinopyridin-2-yl)-3-methylpyrrolidin-3-ol